O1C(OCC1)C1=C(C=CC=C1OCC1=CC=C(C=C1)OC)N1N=CC(=C1)C(=O)O 1-[2-(1,3-dioxolan-2-yl)-3-[(4-methoxyphenyl)methoxy]phenyl]pyrazole-4-carboxylic acid